tert-butyl (R)-2-((tert-butoxycarbonyl) amino)-5-iodovalerate C(C)(C)(C)OC(=O)N[C@@H](C(=O)OC(C)(C)C)CCCI